(2S,5R)-5-(2,3-difluorophenyl)-1-(2'-methyl-3'-(methylsulfonylamino)-[1,1'-biphenyl]-4-carbonyl)pyrrolidine-2-carboxylic acid FC1=C(C=CC=C1F)[C@H]1CC[C@H](N1C(=O)C1=CC=C(C=C1)C1=C(C(=CC=C1)NS(=O)(=O)C)C)C(=O)O